N-(2-(6-amino-2-fluoro-8-((6-iodo-3-oxo-2,3-dihydro-1H-inden-5-yl)methyl)-9H-purin-9-yl)ethyl)propionamide NC1=C2N=C(N(C2=NC(=N1)F)CCNC(CC)=O)CC=1C=C2C(CCC2=CC1I)=O